BrCC(=O)C1=CC(=C(C=C1)CC(C(=O)[O-])(C)C)OC 4-(2-bromoacetyl)-2-methoxyphenylpivalate